FC(C1=CC=C(C=C1)C1=C(CCCC2=C1C=CC=C2)C2=C(C(=CC=C2)F)C)C2CN(C2)CCCF 9-(4-(Fluoro(1-(3-fluoropropyl)azetidin-3-yl)methyl)phenyl)-8-(3-fluoro-2-methylphenyl)-6,7-dihydro-5H-benzo[7]annulen